ClC1=C(C=CC(=C1)C#N)C=1C=CC(=C2C=CC=NC12)C[C@@H](C(=O)O)NC(C1=C(C=C(C=C1F)NS(=O)(=O)C1=CC=C(C=C1)C1=CC(=NC=C1)F)F)=O (S)-3-(8-(2-chloro-4-cyanophenyl)quinolin-5-yl)-2-(2,6-difluoro-4-((4-(2-fluoropyridin-4-yl)phenyl)sulfonylamino)benzoylamino)propionic acid